5-Chloro-4-methyl-6-[1-methyl-5-(trifluoromethyl)benzimidazol-2-yl]pyridin-2-carboxamide methyl-(R)-2-((tert-butoxycarbonyl)amino)-3-methoxypropionate COC([C@@H](COC)NC(=O)OC(C)(C)C)=O.ClC=1C(=CC(=NC1C1=NC2=C(N1C)C=CC(=C2)C(F)(F)F)C(=O)N)C